CS(=O)(=O)C1=CC=C(C=C1)S(=O)(=O)O (2S,3R)-p-methylsulfonylbenzenesulfonic acid